C(C)(C)(C)OC(N[C@@H]1C2=CC=CC=C2CC12CCN(CC2)C2=NC(=C(C(=N2)N)C2=C(C(=CC=C2)Cl)Cl)C#N)=O ((1S)-1'-(4-amino-6-cyano-5-(2,3-dichlorophenyl)pyrimidin-2-yl)-1,3-dihydrospiro[inden-2,4'-piperidin]-1-yl)carbamic acid tert-butyl ester